IC1=CC=C(C=C1)C(C)C 1-iodo-4-isopropyl-benzene